ethyl ({2-fluoro-4-methyl-5-[(2,2,2-trifluoroethyl)sulfanyl]phenyl}carbamothioyl)carbamate FC1=C(C=C(C(=C1)C)SCC(F)(F)F)NC(=S)NC(OCC)=O